ethyl (6R)-2-bromo-1-chloro-6-isopropyl-10-oxo-5,6,11,11a-tetrahydro-10H-pyrazolo[1,5-a]pyrido[2,1-c]pyrazine-9-carboxylate BrC1=NN2C(C3N([C@@H](C2)C(C)C)C=C(C(C3)=O)C(=O)OCC)=C1Cl